C(#N)C=1C=C(C=CC1)CN1N=C(N=C1)C(=O)OC methyl 1-(3-cyanophenylmethyl)-1H-1,2,4-triazole-3-carboxylate